C(C=C)(=O)NC1=C(C=C(C(=C1)NC1=NC=C(C(=N1)NC1=C(C=CC=C1)NS(=O)(=O)C)Cl)OC)N(CCN(C(OCC1=CC=CC=C1)=O)C(C)C)C benzyl (2-((2-acrylamido-4-((5-chloro-4-((2-(methylsulfonamido)phenyl)amino) pyrimidin-2-yl)amino)-5-methoxyphenyl)(methyl)amino)ethyl)(isopropyl)carbamate